NC1=CC=C(C=C1)C=1C=CC(N(C1C)C)=O 5-(4-aminophenyl)-1,6-dimethylpyridin-2(1H)-one